[Si]([O-])([O-])([O-])[O-].[Al+3].[Zn+2] zinc-aluminum silicate